BrC=1C=C(C=CC1)[C@H](CC(=O)OCC)N[S@](=O)C(C)(C)C ethyl (S)-3-(3-bromophenyl)-3-((R)-1,1-dimethylethylsulfinamido)propanoate